(p-epoxycyclohexyl)silane C12C(CC(CC1)[SiH3])O2